4-bromo-5-chloro-1-cyclopropyl-1H-pyrazole BrC=1C=NN(C1Cl)C1CC1